(R)-tert-butyl 4-(4-hydroxyphenyl)-2,2-dimethyloxazolidine-3-carboxylate OC1=CC=C(C=C1)[C@H]1N(C(OC1)(C)C)C(=O)OC(C)(C)C